4-((7'-(2-hydroxy-2-methylcyclopentyl)-6'-oxo-6',7'-dihydrospiro[cyclopropane-1,5'-pyrrolo[2,3-d]pyrimidin]-2'-yl)amino)-N-(2-hydroxy-2-methylpropyl)benzenesulfonamide OC1(C(CCC1)N1C(C2(C3=C1N=C(N=C3)NC3=CC=C(C=C3)S(=O)(=O)NCC(C)(C)O)CC2)=O)C